2-(2-(cyclopropanesulfonylamino)thiazol-4-yl)-N-(4-(5-fluoropyridin-3-yl)phenyl)butanamide C1(CC1)S(=O)(=O)NC=1SC=C(N1)C(C(=O)NC1=CC=C(C=C1)C=1C=NC=C(C1)F)CC